2-(2-methoxyethoxy)ethyl (S)-2-(tert-butoxy)-2-(4-(4-chlorophenyl)-2,3,6-trimethyl-1-((1-methyl-1H-pyrazol-4-yl)methyl)-1H-pyrrolo[2,3-b]pyridin-5-yl)acetate C(C)(C)(C)O[C@H](C(=O)OCCOCCOC)C=1C(=C2C(=NC1C)N(C(=C2C)C)CC=2C=NN(C2)C)C2=CC=C(C=C2)Cl